N-((1r,4r)-4-aminocyclohexyl)-4-(isopropylamino)-6-(pyridin-3-yl)pyrrolo[1,2-b]pyridazine-3-carboxamide NC1CCC(CC1)NC(=O)C1=C(C=2N(N=C1)C=C(C2)C=2C=NC=CC2)NC(C)C